1,3-bis(dodecyl)imidazolium 2-ethylhexanoate C(C)C(C(=O)[O-])CCCC.C(CCCCCCCCCCC)N1C=[N+](C=C1)CCCCCCCCCCCC